C(C)(=O)[C@@H]1C([C@@H](C1)CC(=O)ON=CC1=C(C=CC=C1)Br)(C)C 2-bromobenzaldehyde O-(2-((1S,3S)-3-acetyl-2,2-dimethylcyclobutyl)acetyl) oxime